NC1=CC2=C(C(NS2(=O)=O)=O)C=C1 6-amino-1,1-dioxo-1,2-benzothiazol-3-one